4-chloro-6-methoxy-2-(3-(methoxymethyl)-6-methylbenzo[e][1,2,4]triazin-8-yl)benzo[d]thiazole ClC1=CC(=CC2=C1N=C(S2)C2=CC(=CC=1N=C(N=NC12)COC)C)OC